C1CC12CC=C(CC2)C=O spiro[2.5]oct-5-ene-6-carbaldehyde